3-([1,2,4]triazolo[1,5-a]pyridin-7-yl)-N-(5-fluoropyridin-3-yl)-1H-pyrrolo[2,3-b]pyridine-5-carboxamide N=1C=NN2C1C=C(C=C2)C2=CNC1=NC=C(C=C12)C(=O)NC=1C=NC=C(C1)F